BrC1=CC(=C(C=C1)N1CCN(CC1)C(=O)OC(C)(C)C)F tert-Butyl 4-(4-bromo-2-fluorophenyl)piperazine-1-carboxylate